ClC1=C(OC2=C3C(=NNC3=C(C=C2NC(C2=CC(=CC(=C2)C(F)(F)F)F)=O)C=O)N2C(C3=CC=CC=C3C2=O)=O)C=C(C=C1)F N-(4-(2-chloro-5-fluorophenoxy)-3-(1,3-dioxoisoindolin-2-yl)-7-formyl-1H-indazol-5-yl)-3-fluoro-5-(trifluoromethyl)benzamide